COC1=CC(=C(C=N1)C(=O)O)N1CCOCC1 6-methoxy-4-(morpholin-4-yl)pyridine-3-carboxylic acid